C(C)(C)(C)OC(=O)N1CCC(CC1)C=1NC(NC1)S(=O)(=O)O 4-(2-sulfo-2,3-dihydro-1H-imidazole-4-yl)piperidine-1-carboxylic acid tert-butyl ester